ClC1=NC=CC2=C1CN(CC1(O2)CC1)CC1=CC=C(C=C1)OC 6'-chloro-4'-(4-methoxybenzyl)-4',5'-dihydro-3'H-spiro[cyclopropane-1,2'-pyrido[3,4-f][1,4]Oxazepine]